N-hydroxysuccinimide epsilon-maleimidocaproate C1(C=CC(N1CCCCCC(=O)O)=O)=O.ON1C(CCC1=O)=O